Methyl 4-((2R,3S,4S,5R)-3-(2-(2-(2-oxa-6-azaspiro[3.3]heptan-6-yl)ethoxy)-3,4-difluorophenyl)-4,5-dimethyl-5-(trifluoromethyl)tetrahydrofuran-2-carboxamido)-5-methylpicolinate C1OCC12CN(C2)CCOC2=C(C=CC(=C2F)F)[C@H]2[C@@H](O[C@]([C@H]2C)(C(F)(F)F)C)C(=O)NC2=CC(=NC=C2C)C(=O)OC